CC(C(=O)OCOC(=O)Cl)(C)C Chlorocarbonyl-oxy-methyl 2,2-dimethylpropionate